C1(=CC=CC=C1)[C@H](C)N1N=NC=2C=NC=3C=CC(=CC3C21)NC2=CC=NC=C2 (S)-1-(1-phenylethyl)-N-(pyridin-4-yl)-1H-[1,2,3]triazolo[4,5-c]quinolin-8-amine